4-((2-formylphenoxy)methyl)-2-methoxybenzonitrile C(=O)C1=C(OCC2=CC(=C(C#N)C=C2)OC)C=CC=C1